OCC(C)(C)NC(=O)C=1C=2C[C@H]3[C@@H](C2N(N1)C1=NC=C(C=C1)Cl)C3 (1aS,5aS)-2-(5-Chloro-pyridin-2-yl)-1a,2,5,5a-tetrahydro-1H-2,3-diaza-cyclopropa[a]pentalene-4-carboxylic acid (2-hydroxy-1,1-dimethyl-ethyl)-amide